methyl 4-{[6-(5-chloro-2-fluorophenyl)-3-(hydroxy-methyl)pyridazin-4-yl]amino}-7-[2-(4-methylpiperazin-1-yl)-ethoxy]quinoline-6-carboxylate ClC=1C=CC(=C(C1)C1=CC(=C(N=N1)CO)NC1=CC=NC2=CC(=C(C=C12)C(=O)OC)OCCN1CCN(CC1)C)F